2-((5-chloro-2-cyclobutoxyphenyl)amino)-2-oxoacetic acid ClC=1C=CC(=C(C1)NC(C(=O)O)=O)OC1CCC1